NCC(C(=O)N1[C@H](CCC1)C(=O)NC=1SC2=C(N1)C=CC(=C2)OC(F)(F)F)(C)C (R)-1-(3-amino-2,2-dimethylpropanoyl)-N-(6-(trifluoromethoxy)benzo[d]thiazol-2-yl)pyrrolidine-2-carboxamide